phenol tetrakis[beta-(3,5-di-tert-butyl-4-hydroxyphenyl) propanoate] C(C)(C)(C)C=1C=C(C=C(C1O)C(C)(C)C)CCC(=O)O.C(C)(C)(C)C=1C=C(C=C(C1O)C(C)(C)C)CCC(=O)O.C(C)(C)(C)C=1C=C(C=C(C1O)C(C)(C)C)CCC(=O)O.C(C)(C)(C)C=1C=C(C=C(C1O)C(C)(C)C)CCC(=O)O.C1(=CC=CC=C1)O